(3aR,5s,6aS)-2-((tetrahydro-2H-thiopyran-4-yl)methyl)-N-(6-(2,3,5-trifluorophenyl)pyridazin-3-yl)octahydrocyclopenta[c]pyrrol-5-amine S1CCC(CC1)CN1C[C@@H]2[C@H](C1)CC(C2)NC=2N=NC(=CC2)C2=C(C(=CC(=C2)F)F)F